N-((4-methylpiperazin-2-yl)methyl)-4-(9H-purin-6-yl)-3,4-dihydro-2H-1,4-thiazine-6-carboxamide dihydrochloride Cl.Cl.CN1CC(NCC1)CNC(=O)C1=CN(CCS1)C1=C2N=CNC2=NC=N1